FC(OCCOCCOCC1=CC=CC=C1)(F)F 2-[2-(trifluoromethoxy)ethoxy]Ethoxymethylbenzene